Tert-butyl (cyclobutylmethyl)((2-((4-(5-(2,5-dihydro-1H-pyrrol-1-yl)pyridin-3-yl)-1H-1,2,3-triazol-1-yl)methyl)imidazo[1,2-a]pyridin-6-yl)methyl)carbamate C1(CCC1)CN(C(OC(C)(C)C)=O)CC=1C=CC=2N(C1)C=C(N2)CN2N=NC(=C2)C=2C=NC=C(C2)N2CC=CC2